COC=1C=C(CC2(CC2)N)C=CC1 1-(3-methoxybenzyl)cyclopropan-1-amine